CC1=C(C=NC=2OCCNC21)N2CC=1N=C(N=CC1CC2)NC2=CC=C(C=C2)C2CCN(CC2)C 7-{8-methyl-1H,2H,3H-pyrido[2,3-b][1,4]oxazin-7-yl}-N-[4-(1-methylpiperidin-4-yl)phenyl]-5H,6H,7H,8H-pyrido[3,4-d]pyrimidin-2-amine